ethyl 2-(3-(2-(4,4-difluoropiperidin-1-yl) ethoxy) phenyl)-2,2-difluoroacetate FC1(CCN(CC1)CCOC=1C=C(C=CC1)C(C(=O)OCC)(F)F)F